5-[3-[3-[[2-fluoro-4-(trifluoromethyl)phenyl]methoxy]azetidin-1-yl]-3-oxo-propyl]-5-methyl-pyrrolidin-2-one FC1=C(C=CC(=C1)C(F)(F)F)COC1CN(C1)C(CCC1(CCC(N1)=O)C)=O